FC12CC(C1)(C2)C(=O)N2CC1(CC1)C[C@H]2C(=O)N[C@@H](C[C@H]2C(NCC2)=O)C(COC(F)(F)F)=O (S)-5-(3-fluorobicyclo[1.1.1]pentane-1-carbonyl)-N-((S)-3-oxo-1-((S)-2-oxopyrrolidin-3-yl)-4-(trifluoromethoxy)butan-2-yl)-5-azaspiro[2.4]heptane-6-carboxamide